1,4-butylene sebacate C1(CCCCCCCCC(=O)OCCCCO1)=O